6,7-dimethyl-1-ethylquinoxalin CC=1C=C2N=CCN(C2=CC1C)CC